C(C)(C)(C)OC(=O)NC1(CC1)C(CN=C(C1=CC=CC=C1)C1=CC=CC=C1)C=1N(C2=CC=CC=C2C1)C(=O)[O-] 2-(1-(1-((tert-butoxycarbonyl) amino) cyclopropyl)-2-((diphenylmethylene) amino) ethyl)-1H-indole-1-carboxylate